tert-butyl (1-(6-chloro-4-cyano-5-(1-methyl-1H-indazol-5-yl)pyrid-2-yl)piperid-4-yl)carbamate ClC1=C(C(=CC(=N1)N1CCC(CC1)NC(OC(C)(C)C)=O)C#N)C=1C=C2C=NN(C2=CC1)C